tert-butyl 8-(7-bromo-3-cyano-1-methyl-2-oxo-1,2-dihydroquinolin-4-yl)-2,8-diazaspiro[4.5]decane-2-carboxylate BrC1=CC=C2C(=C(C(N(C2=C1)C)=O)C#N)N1CCC2(CCN(C2)C(=O)OC(C)(C)C)CC1